1-[(4aS,7aR)-4-[6-[2-hydroxy-6-methyl-4-(trifluoromethyl)phenyl]pyridazin-3-yl]-2,3,4a,5,7,7a-hexahydropyrrolo[3,4-b][1,4]oxazin-6-yl]ethanone OC1=C(C(=CC(=C1)C(F)(F)F)C)C1=CC=C(N=N1)N1[C@@H]2[C@H](OCC1)CN(C2)C(C)=O